5-methoxy-1-((6-methylpyridin-2-yl)methyl)-1H-indole-2-carboxylic acid COC=1C=C2C=C(N(C2=CC1)CC1=NC(=CC=C1)C)C(=O)O